8-((4'-chloro-6-cyclopropyl-[1,1-biphenyl]-3-yl)(cyclopropylmethyl)amino)-5-methyl-6-oxo-5,6-dihydro-1,5-naphthyridine-2-carbonitrile ClC1=CC=C(C=C1)C1=CC(=CC=C1C1CC1)N(C1=CC(N(C=2C=CC(=NC12)C#N)C)=O)CC1CC1